C1(=CC=CC=C1)S(=O)(=O)ON=C(C1=C(C=CC=C1Cl)Cl)C#N Alpha-(benzenesulfonyloxyimino)-2,6-dichlorobenzyl cyanide